C1(=CC=CC=C1)NNC(=O)N=NC1=CC=CC=C1 1,5-diphenyl-carbazone